ClC1=CC2=C(NC(=N2)C2=CC=CC=C2)C=C1 5-chloro-2-phenyl-1H-benzo[d]imidazole